S1C(=CC=C1)S[C@H](CC(=O)O)C (S)-3-(2-thiophenylthio)-butyric acid